CC1(OC2=CC(=C(C=C2C=C1C=C)OC(F)(F)F)O[Si](C(C)C)(C(C)C)C(C)C)C ((2,2-dimethyl-6-(Trifluoromethoxy)-3-vinyl-2H-chromen-7-yl)oxy)triisopropylsilane